(S)-benzyl tert-butyl (2-hydroxypropane-1,3-diyl)dicarbamate O[C@@H](CNC(OCC1=CC=CC=C1)=O)CNC(OC(C)(C)C)=O